methyl (2E)-3-[4-(2-{1-[(1-benzyl-1H-1,2,3-triazol-4-yl)methyl]-4,4-dimethyl-1,2,3,4-tetrahydroquinolin-6-yl}ethynyl)phenyl]prop-2-enoate C(C1=CC=CC=C1)N1N=NC(=C1)CN1CCC(C2=CC(=CC=C12)C#CC1=CC=C(C=C1)/C=C/C(=O)OC)(C)C